2-(6-amino-2-fluoro-5-(7-fluoro-1-oxo-1,2,3,4-tetrahydroisoquinolin-6-yl)pyridin-3-yl)-5-(3,6-dihydro-2H-pyran-4-yl)benzaldehyde NC1=C(C=C(C(=N1)F)C1=C(C=O)C=C(C=C1)C=1CCOCC1)C=1C=C2CCNC(C2=CC1F)=O